C(=O)(OC(C)(C)C)N(C)CC(=O)O N-Bocsarcosine